C[Si](OC(C(C)OC(=C)C1=CC2=CC(=CC=C2C=C1)C(=C)OC(C(C)O[Si](C)(C)C)C)C)(C)C trimethyl[1-methyl-2-({1-[7-(1-{1-methyl-2-[(trimethylsilyl)oxy]-propoxy}vinyl)-2-naphthyl]vinyl}oxy)propoxy]silane